C(C)NC(=O)NC1C(C1)CCCCO 1-ethyl-3-(2-(4-hydroxybutyl)cyclopropyl)urea